C1(CC1)S(=O)(=N)C1=CC(=C(C=C1)NC(=O)C1=NC(=CN=C1)N1CCC(CC1)(F)F)N1CCC2(CC2)CC1 N-(4-(cyclopropanesulfonimidoyl)-2-(6-azaspiro[2.5]octan-6-yl)phenyl)-6-(4,4-difluoropiperidin-1-yl)pyrazine-2-carboxamide